O1C(=NC2=C1C=CC=C2)N benzo[d]Oxazol-2-amine